methyl N-[5-[6-[4-(4-fluoro-3-methoxy-phenyl)-5-(methoxymethyl)-1,2,4-triazol-3-yl]imidazo[1,2-a]pyridin-3-yl]-2-pyridyl]carbamate FC1=C(C=C(C=C1)N1C(=NN=C1COC)C=1C=CC=2N(C1)C(=CN2)C=2C=CC(=NC2)NC(OC)=O)OC